NCC(=O)N1C[C@@H](N(CCC1)S(=O)(=O)C1=C2C(=CN=CC2=CC=C1)C)C (S)-(+)-4-glycyl-2-methyl-1-[(4-methyl-5-isoquinolinyl)sulfonyl]-hexahydro-1H-1,4-diazepine